ethyl 6-[4-[3-(cyclobutylamino)-2-pyridyl]piperazin-1-yl]-2-azaspiro[3.4]octane-2-carboxylate C1(CCC1)NC=1C(=NC=CC1)N1CCN(CC1)C1CC2(CN(C2)C(=O)OCC)CC1